FC1=C(COC2=CC=C(C3=C2OCO3)CN[C@H](C(=O)N)C)C(=CC=C1)C (S)-2-{[7-(2-fluoro-6-methylbenzyloxy)benzo[d][1,3]dioxol-4-yl]methylamino}propanamide